1-(2-Hydroxyphenyl)-3-(4-phenylmethoxyphenyl)prop-2-en-1-one OC1=C(C=CC=C1)C(C=CC1=CC=C(C=C1)OCC1=CC=CC=C1)=O